C(C)(C)(C)OC(=O)NC=1SC(=CN1)C[C@@H]1[C@H](N(C1=O)C(N[C@H](C)C1=CC=CC=C1)=O)C(=O)O (2S,3R)-3-({2-[(tert-butoxycarbonyl)amino]-1,3-thiazol-5-yl}methyl)-4-oxo-1-{[(1R)-1-phenylethyl]carbamoyl}azetidine-2-carboxylic acid